2-(5-(3-methylpyridin-2-ylamino)-1,2,4-thiadiazol-3-yl)isonicotinonitrile CC=1C(=NC=CC1)NC1=NC(=NS1)C=1C=C(C#N)C=CN1